N-[5-(4-acetyl-1-piperazinyl)-2-pyridyl]-2'-fluoro-3-methyl-[2,4'-bipyridyl]-5-acetamide C(C)(=O)N1CCN(CC1)C=1C=CC(=NC1)NC(CC=1C=C(C(=NC1)C1=CC(=NC=C1)F)C)=O